P(=O)(OC1=CC(=CC=C1)Br)(OC1=CC(=CC=C1)Br)[O-] bis(3-bromophenyl) phosphate